7-methyl-6,7-dihydro-3H-oxathiepine 2,2-dioxide CC1CC=CCS(O1)(=O)=O